(S)-7-(hydroxymethyl)-4,8-dimethyl-2-((trans-3-(3,4,5-trifluorophenoxy)cyclobutyl)amino)-7,8-dihydropteridin-6(5H)-one OC[C@H]1C(NC=2C(=NC(=NC2N1C)N[C@@H]1C[C@H](C1)OC1=CC(=C(C(=C1)F)F)F)C)=O